C(C)(C)(C)OC(NCC#CC1=NN2C(C=CC=C2Cl)=C1CC)=O (3-(7-chloro-3-ethylpyrazolo[1,5-a]pyridin-2-yl)prop-2-yn-1-yl)carbamic acid tert-butyl ester